ClC1=CC=C(CN2CCN(CC2)S(=O)(=O)N2[C@@H]([C@@H]3CC[C@H](C2)N3C(=O)OCCOC)C(=O)OCC)C=C1 2-ethyl 8-(2-methoxyethyl) (1S,2S,5R)-3-((4-(4-chlorobenzyl) piperazin-1-yl) sulfonyl)-3,8-diazabicyclo[3.2.1]octane-2,8-dicarboxylate